[C@H]12CC(C[C@H](CC1)N2)OC2=CC=C(N=N2)C2=C(C=C(C=C2)C2=CN=C(O2)C)O 2-(6-(((1r,3s,5s)-8-azabicyclo[3.2.1]oct-3-yl)oxy)pyridazin-3-yl)-5-(2-methyl-oxazol-5-yl)phenol